3-cyclopropyl-5-(3-(2-methoxypyridin-3-yl)pyrazolo[1,5-a]pyrimidin-5-yl)-4,5,6,7-tetrahydro-3H-imidazo[4,5-c]pyridine C1(CC1)N1C=NC2=C1CN(CC2)C2=NC=1N(C=C2)N=CC1C=1C(=NC=CC1)OC